ClC=1C=C(C=CC1F)S(=O)(=O)CCCCOC1CCN(CC1)C(=O)OCCCC butyl 4-[4-(3-chloro-4-fluoro-phenyl)sulfonylbutoxy]piperidine-1-carboxylate